N-(2-(2-((4-fluoro-2-methylbenzyl)amino)-5-oxo-5,7-dihydro-6H-pyrrolo[3,4-b]pyridin-6-yl)ethyl)acetamide FC1=CC(=C(CNC2=CC=C3C(=N2)CN(C3=O)CCNC(C)=O)C=C1)C